laurylamine dibutyl-phosphate C(CCC)OP(=O)(OCCCC)O.C(CCCCCCCCCCC)N